3-Propylaminobutan C(CC)NC(CC)C